C(N)(=O)C=1C=C(C=CC1)NC(C1=C(C=CC(=C1)F)C1CCOC2=CC(=CC=C12)F)=O N-(3-carbamoylphenyl)-5-fluoro-2-(7-fluorochroman-4-yl)benzamide